4,4-dihydroxyazobenzene OC1(CC=C(C=C1)N=NC1=CC=CC=C1)O